α-Fenchene CC1(C2CCC1C(=C)C2)C